NC=1N=NC(=CC1N1CC2CCC(C1)N2C2=NC=C(C=N2)C2CCN(CC2)C2CCC(CC2)C2=NOC(=C2)C(C(=O)O)C(C)C)C2=C(C=CC=C2)O 2-[3-[4-[4-[2-[3-[3-amino-6-(2-hydroxyphenyl)pyridazin-4-yl]-3,8-diazabicyclo[3.2.1]octan-8-yl]pyrimidin-5-yl]-1-piperidyl]cyclohexyl]isoxazol-5-yl]-3-methyl-butanoic acid